ClC1=CC(=NC=N1)NC(=O)NC1(OCC2=C(O1)C=CC=C2)C(F)(F)F (6-chloro-4-pyrimidinyl)-N'-[2-(trifluoromethyl)-1,3-benzodioxan-2-yl]urea